C(C1=C(C(=CC(=C1)C(C)(C)C)N1N=C2C(=N1)C=CC=C2)O)C2=C(C(=CC(=C2)C(C)(C)C)N2N=C1C(=N2)C=CC=C1)O methylenebis[4-tert-butyl-6-(2H-benzotriazol-2-yl)phenol]